6-chloro-8-(4,4-difluoro-6-azaspiro[2.5]octan-6-yl)imidazo[1,2-b]pyridazine ClC=1C=C(C=2N(N1)C=CN2)N2CC(C1(CC1)CC2)(F)F